N-(3-(5-fluoropyrimidin-2-yl)-4-methylphenyl)-6-azabicyclo[3.1.1]heptane-6-carboxamide FC=1C=NC(=NC1)C=1C=C(C=CC1C)NC(=O)N1C2CCCC1C2